N-((4-((5-((3S,4S)-4-amino-3-methyl-2-oxa-8-aza-spiro[4.5]decan-8-yl)pyrazin-2-yl)thio)-3-chloropyridin-2-yl)carbamoyl)-5-fluoropyridine-3-sulfonamide N[C@@H]1[C@@H](OCC12CCN(CC2)C=2N=CC(=NC2)SC2=C(C(=NC=C2)NC(=O)NS(=O)(=O)C=2C=NC=C(C2)F)Cl)C